C(CCCCCCCCCCC)S[C@H](CC(C)=O)C1=C(CCCC1(C)C)C |r| (+-)-4-(dodecylthio)-4-(2,6,6-trimethyl-1-cyclohexen-1-yl)-2-butanone